perfluorohexyl-acetic acid-N,N-diethylaminoethyl ester C(C)N(CC)CCOC(C(C(C(C(C(C(C(F)(F)F)(F)F)(F)F)(F)F)(F)F)(F)F)(F)F)=O